O=C1NC(CCC1N1C(C2=CC=CC(=C2C1=O)NC1CC(C1)OCC1CCN(CC1)C(=O)OCC1=CC=CC=C1)=O)=O benzyl 4-[[3-[[2-(2,6-dioxo-3-piperidyl)-1,3-dioxo-isoindolin-4-yl]amino] cyclobutoxy]methyl]piperidine-1-carboxylate